N-[4-[(6,7-dimethoxy-1,5-naphthyridin-4-yl)oxy]-3-fluorophenyl]-5-(4-methoxyphenyl)-1-methyl-4-oxopyridine-3-carboxamide COC=1N=C2C(=CC=NC2=CC1OC)OC1=C(C=C(C=C1)NC(=O)C1=CN(C=C(C1=O)C1=CC=C(C=C1)OC)C)F